Methyl (2R)-2-{[(E)-({2-chloro-4-fluoro-5-[3-methyl-2,6-dioxo-4-(trifluoromethyl)-3,6-dihydropyrimidin-1(2H)-yl]phenyl}methyliden)amino]oxy}propanoat ClC1=C(C=C(C(=C1)F)N1C(N(C(=CC1=O)C(F)(F)F)C)=O)\C=N\O[C@@H](C(=O)OC)C